Cl.FC([C@@H]1NCCC1)(F)F (R)-2-(trifluoromethyl)pyrrolidine hydrochloride